5-(8-(1,3-dimethyl-2-oxo-2,3-dihydro-1H-benzo[d]imidazol-5-yl)-4-methylisoquinolin-3-yl)-N-(3-(3-(2,6-dioxo-piperidin-3-yl)benzofuran-5-yl)prop-2-yn-1-yl)picolinamide CN1C(N(C2=C1C=CC(=C2)C=2C=CC=C1C(=C(N=CC21)C=2C=CC(=NC2)C(=O)NCC#CC=2C=CC1=C(C(=CO1)C1C(NC(CC1)=O)=O)C2)C)C)=O